C1(CCCC1)C1=NC2=NC=NC(=C2N1)C(=O)NCC1=CC(=CC(=C1)NC1=CC(=CC=C1)C(F)(F)F)F 8-Cyclopentyl-N-(3-fluoro-5-((3-(trifluoromethyl)phenyl)amino)benzyl)-7H-purine-6-carboxamide